CNC1CCC(CC1)NC N1,N4-dimethylcyclohexane-1,4-diamine